3-(cyclopropylmethyl)-7-[(1S)-1-(3,4-difluorophenoxy)ethyl]-8-(trifluoromethyl)[1,2,4]triazolo[4,3-a]pyridine C1(CC1)CC1=NN=C2N1C=CC(=C2C(F)(F)F)[C@H](C)OC2=CC(=C(C=C2)F)F